C1NCCC2=CC=CC=C12 L-1,2,3,4-Tetrahydroisoquinoline